2-ethylpyrimidin C(C)C1=NC=CC=N1